xylenylpyridine C1(C(C=CC=C1)C)(C)C1=NC=CC=C1